(S)-4-methylbenzenesulfinamide CC1=CC=C(C=C1)[S@](=O)N